Br[Zn]CC1=C(C=CC=C1F)F bromo[(2,6-difluorophenyl)methyl]-zinc